(4-chlorophenyl)diphenyl(3-(4,4,5,5-tetramethyl-1,3,2-dioxaborolan-2-yl)phenyl)silane ClC1=CC=C(C=C1)[Si](C1=CC(=CC=C1)B1OC(C(O1)(C)C)(C)C)(C1=CC=CC=C1)C1=CC=CC=C1